tert-Butyl 2-{2-[(S)-benzyloxycarbonylamino(4,4-difluorocyclohexyl)methyl]-4-fluoro-1H-benzimidazol-5-yl}-4,4,4-trifluorobutanoate C(C1=CC=CC=C1)OC(=O)N[C@H](C1=NC2=C(N1)C=CC(=C2F)C(C(=O)OC(C)(C)C)CC(F)(F)F)C2CCC(CC2)(F)F